[N+](=O)([O-])C=1C=C(C=C(C1)[N+](=O)[O-])C(F)(F)F 3,5-dinitrobenzotrifluoride